(1,4-phenylenebis(1,3,2-dioxaborolane-2,4-diyl))bis(butane-4,1-diyl) diacrylate C(C=C)(=O)OCCCCC1OB(OC1)C1=CC=C(C=C1)B1OCC(O1)CCCCOC(C=C)=O